COC1=C(C=CC(=C1)OC)CNC1=CC(=CC=C1)F [(2,4-dimethoxyphenyl)methyl]-3-fluoroaniline